1-(tetrahydro-2H-pyran-2-yl)-5-(4,4,5,5-tetramethyl-1,3,2-dioxaborolan-2-yl)-1H-pyridine O1C(CCCC1)N1CC=CC(=C1)B1OC(C(O1)(C)C)(C)C